CC(=C=CCC(=O)O)C.C(C)(=O)OCCC(=C)C isopentenyl acetate (3-methylbuten-2-en-1-yl acetate)